1-pentadecanoyl-2-heptadecanoyl-glycero-3-phospho-(1'-sn-glycerol) CCCCCCCCCCCCCCCCC(=O)O[C@H](COC(=O)CCCCCCCCCCCCCC)COP(=O)(O)OC[C@H](CO)O